ethyl cis-2-(imidazo[1,5-a]pyridin-3-yl)cyclopropane-1-carboxylate C=1N=C(N2C1C=CC=C2)[C@@H]2[C@@H](C2)C(=O)OCC